tert-butyl ((1S,2S,4S)-4-(3-chloro-5-fluorophenyl)-2-(dimethylamino)cyclohexyl)carbamate ClC=1C=C(C=C(C1)F)[C@@H]1C[C@@H]([C@H](CC1)NC(OC(C)(C)C)=O)N(C)C